BrC=1N=C(N(N1)C1=NC=C(C=N1)OCC(F)(F)F)C(C)N 1-[5-bromo-2-[5-(2,2,2-trifluoro-ethoxy)pyrimidin-2-yl]-1,2,4-triazol-3-yl]ethanamine